3-(1-((endo)-2-azabicyclo[2.1.1]hexan-5-yl)-7-fluoro-8-(3-hydroxynaphthalen-1-yl)-3-oxo-4-(2-(piperidin-4-yl)ethyl)-1,2,3,4-tetrahydropyrazino[2,3-c]quinolin-9-yl)propanenitrile C12NCC(C1N1CC(N(C=3C=NC=4C(=C(C(=CC4C31)CCC#N)C3=CC(=CC1=CC=CC=C31)O)F)CCC3CCNCC3)=O)C2